(Z)-1-((7-bromo-1-(((Z)-non-2-en-1-yl)oxy)heptyl)oxy)non-2-ene BrCCCCCCC(OC\C=C/CCCCCC)OC\C=C/CCCCCC